C(C)C(=CCC[SiH](C)C)CCCC 4-ethyl-3-octenyl-dimethyl-silane